2-(biphenyl-4-yl)-6-(phenanthren-9-yl)-4-(3-pyrazin-3-yl-phenyl)-benzoxazole C1(=CC=C(C=C1)C=1OC2=C(N1)C(=CC(=C2)C=2C1=CC=CC=C1C=1C=CC=CC1C2)C2=CC(=CC=C2)C=2C=NC=CN2)C2=CC=CC=C2